C(C1=CC=CC=C1)OC(CN)=O L-glycine benzyl ester